(1R,2R,3R)-2-ethyl-N-[6-[(3R,4R)-4-(4-fluoro-3-methyl-tetrahydrofuran-3-yl)piperazin-1-yl]-7-methyl-3-isoquinolyl]-3-(1-methylpyrazol-4-yl)cyclopropanecarboxamide C(C)[C@H]1[C@H]([C@@H]1C=1C=NN(C1)C)C(=O)NC=1N=CC2=CC(=C(C=C2C1)N1CCN(CC1)[C@@]1(COC[C@@H]1F)C)C